Br.C(CCCCCCC(=O)N)(=O)N suberamide hydrobromide